1-(6-aminohexanoyl)piperidin NCCCCCC(=O)N1CCCCC1